2-chloro-N-((6-methoxypyridin-3-yl)methyl)-6-propoxybenzamide ClC1=C(C(=O)NCC=2C=NC(=CC2)OC)C(=CC=C1)OCCC